COC1=CC=CC(=N1)C=1C=C(C=CC1)[C@H](CC(=O)OCC)N[S@](=O)C1=CC=C(C=C1)C ethyl (S)-3-(3-(6-methoxypyridin-2-yl)phenyl)-3-((R)-4-methylphenylsulfinamido)propanoate